tris(dibenzalacetone) dipalladium [Pd].[Pd].C(C1=CC=CC=C1)=CC(=O)C=CC1=CC=CC=C1.C(C1=CC=CC=C1)=CC(=O)C=CC1=CC=CC=C1.C(C1=CC=CC=C1)=CC(=O)C=CC1=CC=CC=C1